OC1(CC(C1)NC(CN1N=C(C(=NC1=O)C1=CC=CC=C1)C(C)C)=O)C N-(cis-3-hydroxy-3-methylcyclobutyl)-2-(6-isopropyl-3-oxo-5-phenyl-1,2,4-triazin-2(3H)-yl)acetamide